methyl (6-phenoxypyridin-3-yl)carbamate O(C1=CC=CC=C1)C1=CC=C(C=N1)NC(OC)=O